1-(cyclopropylmethyl)-3-methyl-N-(1-methylcyclopropyl)-2-oxo-benzimidazole-5-sulfonamide C1(CC1)CN1C(N(C2=C1C=CC(=C2)S(=O)(=O)NC2(CC2)C)C)=O